((2r,3s,4r,5r)-5-(3-carbamoyl-1H-1,2,4-triazol-1-yl)-3,4-dihydroxytetrahydrofuran-2-yl)benzoic acid methyl ester COC(C1=C(C=CC=C1)[C@H]1O[C@H]([C@@H]([C@@H]1O)O)N1N=C(N=C1)C(N)=O)=O